ClC=1C(=C(C=CC1F)[C@@H](CC1CCC(CC1)(F)F)NC(=O)[C@H]1NC(NC1)=O)F |o1:8| (S)-N-((R or S)-1-(3-chloro-2,4-difluorophenyl)-2-(4,4-difluorocyclohexyl)eth-yl)-2-oxoimidazolidine-4-carboxamide